4-(8-methyl-3,8-diazabicyclo[3.2.1]octan-3-yl)aniline CN1C2CN(CC1CC2)C2=CC=C(N)C=C2